6-(pyrimidin-5-yl)-N-(4-(pyrrolidin-1-ylmethyl)pyridin-2-yl)benzo[d]thiazol-2-amine N1=CN=CC(=C1)C1=CC2=C(N=C(S2)NC2=NC=CC(=C2)CN2CCCC2)C=C1